C(C)C1N(CCC(C1)C(=O)[O-])C1CCC1 ethyl-(cyclobutyl)piperidine-4-carboxylate